OC[C@H]1O[C@@H]([C@@H]([C@@H]2[C@H]1OC(O2)(C)C)NC(C)=O)OC N-((3aR,4R,6S,7R,7aR)-4-(hydroxymethyl)-6-methoxy-2,2-dimethyltetrahydro-4H-[1,3]dioxolo[4,5-c]pyran-7-yl)acetamide